(S)-1-(5-cyano-1H-indole-2-carbonyl)-N-(3,4,5-trifluorophenyl)pyrrolidine-3-carboxamide C(#N)C=1C=C2C=C(NC2=CC1)C(=O)N1C[C@H](CC1)C(=O)NC1=CC(=C(C(=C1)F)F)F